C1(CCC1)NC(=O)[N-]CC(C1=NC=CC(=C1)C(F)(F)F)C=1C(=NC=CC1)F N-(cyclobutylcarbamoyl)-2-(2-fluoropyridin-3-yl)-2-(4-(trifluoromethyl)pyridin-2-yl)ethyl-Amide